CC(CC(=O)O)(CCO)O 3-methyl-3,5-dihydroxypentanoic acid